2-4-chlorophenyl-1,3-dioxane ClC1=CC=C(C=C1)C1OCCCO1